6-(2-bromoethoxy)-1,2,3,4-tetrahydroquinolin-2-one BrCCOC=1C=C2CCC(NC2=CC1)=O